NCC=1C=NN(C1)C(=O)OC(C)(C)C tert-butyl 4-(aminomethyl)-1H-pyrazole-1-carboxylate